6-methyl-1-(1-phenylvinyl)-1H-benzo[d][1,2,3]Triazole CC=1C=CC2=C(N(N=N2)C(=C)C2=CC=CC=C2)C1